C1(CC1)C(=O)C1=C(C=C(C(=C1)F)COC1=NC(=CC=C1)C1CCNCC1)C cyclopropyl(5-fluoro-2-methyl-4-(((6-(piperidin-4-yl)pyridin-2-yl)oxy)methyl)phenyl)methanone